4-(4-chlorophenyl)-N-hydroxybutyramidine ClC1=CC=C(C=C1)CCCC(=N)NO